FC(OC=1C=NC(=NC1)N[C@@H]1C[C@H](CC1)NC1=CC=C(C=N1)N1CC=2C=NC=CC2C1=O)F 2-(6-(((1S,3S)-3-((5-(difluoromethoxy)pyrimidin-2-yl)amino)cyclopentyl)amino)pyridin-3-yl)-2,3-dihydro-1H-pyrrolo[3,4-c]pyridin-1-one